1-hydroxy-2-methyl-3-(4-hydroxybenzyl)-4(1H)-quinolinone ON1C(=C(C(C2=CC=CC=C12)=O)CC1=CC=C(C=C1)O)C